5-(4-(1-(2-oxa-6-azaspiro[3.3]hept-6-yl)ethyl)phenyl)-2-amino-N-(4-hydroxy-1-methylcyclohexyl)nicotinamide C1OCC12CN(C2)C(C)C2=CC=C(C=C2)C=2C=NC(=C(C(=O)NC1(CCC(CC1)O)C)C2)N